5-(2-((1-fluorocyclopropyl)methyl)oxazol-5-yl)-6-(2-methylimidazo[1,2-a]pyridin-7-yl)picolinonitrile FC1(CC1)CC=1OC(=CN1)C=1C=CC(=NC1C1=CC=2N(C=C1)C=C(N2)C)C#N